3-(5-(((Trans-3-(5-cyclopropyl-4-(6-(dimethylamino)-5-fluoropyridin-2-yl)-1H-pyrazol-1-yl)cyclobutyl)methyl)amino)-1-oxoisoindolin-2-yl)piperidine-2,6-dione C1(CC1)C1=C(C=NN1[C@@H]1C[C@H](C1)CNC=1C=C2CN(C(C2=CC1)=O)C1C(NC(CC1)=O)=O)C1=NC(=C(C=C1)F)N(C)C